Cl.COC[C@H]1C[C@@H](CN1)N1N=CC(=C1NC)C(=O)N 1-((3s,5r)-5-(methoxymethyl)pyrrolidin-3-yl)-5-(methylamino)-1H-pyrazole-4-carboxamide hydrochloride